ClC1=C(C(=C(C=C1OC)OC)Cl)C1=NC(=C2C=C(N=CC2=C1)N[C@H]1[C@H](COC1)NC(C=C)=O)NCC1OCCC1 N-((3R,4S)-4-((7-(2,6-dichloro-3,5-dimethoxyphenyl)-5-(((tetrahydrofuran-2-yl)methyl)amino)-2,6-naphthyridin-3-yl)amino)tetrahydrofuran-3-yl)acrylamide